CC(CCO)CCCC(C)O 3-methyl-1,7-Octanediol